3-[(2-chloro-1H-benzo[d]imidazol-5-yl)oxy]-N,N-dimethylaniline ClC1=NC2=C(N1)C=CC(=C2)OC=2C=C(N(C)C)C=CC2